methyl (7-hydroxy-3-iodo-2H-pyrazolo[4,3-d]pyrimidin-5-yl)carbamate OC=1C=2C(N=C(N1)NC(OC)=O)=C(NN2)I